4-[7-fluoro-2-(oxan-2-yl)indazol-4-yl]-2-[(4-methoxyphenyl)methoxy]-6-[(3R)-oxolan-3-yl]oxy-1,7-phenanthroline-3-amine FC1=CC=C(C2=CN(N=C12)C1OCCCC1)C1=C(C(=NC2=C3C=CC=NC3=C(C=C12)O[C@H]1COCC1)OCC1=CC=C(C=C1)OC)N